C1(=CC=CC=C1)C1=NC(=NC(=N1)C1=CC=CC=C1)C1=CC=CC=2OC3=C(C21)C=C(C=C3)B3OC(C(O3)(C)C)(C)C 2,4-Diphenyl-6-[8-(4,4,5,5-tetramethyl-[1,3,2]dioxaborolan-2-yl)-dibenzofuran-1-yl]-[1,3,5]triazin